C1(=CC=C(C=C1)N(C1=CC=CC=C1)C1=CC=C(C=C1)C1=CC=C(C=C1)C1=CC=C(C=C1)N(C1=CC=C(C=C1)C1=CC=CC=C1)C1=CC=CC=C1)C1=CC=CC=C1 bis{(biphenyl-4-yl)-phenylamino}-1,1':4',1''-terphenyl